OCN1C=[N+](C=C1)CO 1,3-dihydroxymethylimidazolium